O=C(/C=C/C1=CC=C(C=C1)NC(=O)NC1=CC(=CC=C1)C(F)(F)F)N1CCC=CC1=O (E)-1-(4-(3-oxo-3-(6-oxo-3,6-dihydropyridin-1(2H)-yl)prop-1-en-1-yl)phenyl)-3-(3-(trifluoromethyl)phenyl)urea